COC=1C=CC(=C2C=NN(C12)C)NC1=NC=C(C(=N1)NC)C(F)(F)F N2-(7-methoxy-1-methyl-1H-indazol-4-yl)-N4-methyl-5-(trifluoromethyl)pyrimidine-2,4-diamine